BrC(C(=O)OCCO)(C)C 2-Hydroxyethyl 2-bromoisobutyrate